(5R,6R)-6-cyclopentyl-5-(4-(4-(dimethoxymethyl)piperidin-1-yl)-3-fluorophenyl)-5,6,7,8-tetrahydronaphthalen-2-ol C1(CCCC1)[C@@H]1[C@@H](C=2C=CC(=CC2CC1)O)C1=CC(=C(C=C1)N1CCC(CC1)C(OC)OC)F